tetramethylenebis(4,4-dimethyl-2-oxazoline) CC1(N=C(OC1)CCCCC=1OCC(N1)(C)C)C